O1C(=CC2=C1C=CC=C2)C=2C=C(C=CC2)[C@H](C(=O)N2CC1=C(N=C(NC1=O)C1(CC1)C1=CC=CC=C1)CC2)O (R)-6-(2-(3-(benzofuran-2-yl)phenyl)-2-hydroxyacetyl)-2-(1-phenylcyclopropyl)-5,6,7,8-tetrahydropyrido[4,3-d]pyrimidin-4(3H)-one